[N+](=O)([O-])N Nitroamine